FC1=C(C=C2C=CC(=NC2=C1)C1=CC2=CN(N=C2C=C1OC)C)C1CCNCC1 7-fluoro-2-(6-methoxy-2-methylindazol-5-yl)-6-(piperidin-4-yl)quinoline